octyl-decyl-ammonium chloride [Cl-].C(CCCCCCC)[NH2+]CCCCCCCCCC